C(C(=C)C)(=O)OCCC[SiH2]C(OC)OC γ-(methacryloyloxy)propyldimethoxymethylsilane